C(C1=CC=CC=C1)=C1C=C(C(C(=C1)C(C)(C)C)=O)C(C)(C)C 4-benzylidene-2,6-di-t-butylCyclohexa-2,5-dien-1-one